N-((1R)-3-cyano-3-azabicyclo[3.1.0]hexan-1-yl)-5-(2-(phenylthio)phenyl)thiazole-2-carboxamide C(#N)N1C[C@]2(CC2C1)NC(=O)C=1SC(=CN1)C1=C(C=CC=C1)SC1=CC=CC=C1